5-fluorobenzo[d][1,3]dioxole-2-thione FC1=CC2=C(OC(O2)=S)C=C1